N-(2,6-dimethyl-3-pyridyl)-4-(1,7-diaza-7-spiro[4.4]nonyl)-5-(3,5-difluorophenyl)nicotinamide CC1=NC(=CC=C1NC(C1=CN=CC(=C1N1CC2(CCCN2)CC1)C1=CC(=CC(=C1)F)F)=O)C